Ethyl (2S)-2-tert-butoxycarbonylamino-6-(3a-bromo-4,7-dimethyl-1,3,8-trioxo-5,6-diphenyl-1,3,3a,4,7,7a-hexahydro-2H-4,7-methanoisoindol-2-yl)hexanoate C(C)(C)(C)OC(=O)N[C@H](C(=O)OCC)CCCCN1C(C2C3(C(=C(C(C2(C1=O)Br)(C3=O)C)C3=CC=CC=C3)C3=CC=CC=C3)C)=O